BrCCN(S(=O)(=O)C)C1=CC=C(C=C1)[N+](=O)[O-] N-(2-bromoethyl)-N-(4-nitrophenyl)methanesulfonamide